C1(CCC1)S(=O)(C1=CC=C(C=C1)[N+](=O)[O-])=NC(OC(C)(C)C)=O tert-Butyl (cyclobutyl(4-nitrophenyl)(oxo)-λ6-sulfaneylidene)carbamate